C(C)(C)OB1OC(C(O1)(C)C)C 2-isopropoxy-4,4,5-trimethyl-1,3,2-dioxaborolane